FC(C1CCN(CC1)C=1C=NC(=NC1)NC1CCC(CC1)NC(OC(C)(C)C)=O)(F)F tert-butyl (4-((5-(4-(trifluoromethyl)piperidin-1-yl)pyrimidin-2-yl)amino)cyclohexyl)carbamate